N-[5-[4-[[(3R)-1-methylpyrrolidin-3-yl]methoxy]-2-propyl-pyrazol-3-yl]pyrazolo[1,5-a]pyridin-2-yl]cyclopropanecarboxamide CN1C[C@@H](CC1)COC1=C(N(N=C1)CCC)C1=CC=2N(C=C1)N=C(C2)NC(=O)C2CC2